OCCSCCSCCO 1,2-bis(2-hydroxyethyl-mercapto)ethane